(R)-methyl((2-(6-(5-methyl-4-phenyl-4H-1,2,4-triazol-3-yl)pyridin-2-yl)-6-(2-Methylpyrrolidin-1-yl)-1-oxo-2,3-dihydro-1H-pyrrolo[3,4-c]pyridin-4-yl)methyl)carbamate COC(NCC1=NC(=CC2=C1CN(C2=O)C2=NC(=CC=C2)C2=NN=C(N2C2=CC=CC=C2)C)N2[C@@H](CCC2)C)=O